C(C)OC(=O)C=1C(=NN2C1N=CC=C2)N2CC(OCC2)(C)C (2,2-dimethylmorpholin-4-yl)pyrazolo[1,5-a]pyrimidine-3-carboxylic acid ethyl ester